C(C)(C)(C)OC(=O)N1CCC(=CC1)C1=CN=C(S1)NC(C)=O 4-(2-acetamido-1,3-thiazol-5-yl)-3,6-dihydro-2H-pyridine-1-carboxylic acid tert-butyl ester